C(C)OC1CCC2N(C(CC1)=O)C(CC2)C(=O)O 8-ethoxy-5-oxodecahydropyrrolo[1,2-a]azocine-3-carboxylic acid